3-((methylthio)methyl)-1H-indole CSCC1=CNC2=CC=CC=C12